C1=C(C=CC=2CCCCC12)NC1=CC=CC=2CCCCC12 N-(5,6,7,8-tetrahydronaphthalen-2-yl)-5,6,7,8-tetrahydronaphthalen-1-amine